ClC1=CC=C(C=C1)N1CC(CC1=O)C(=O)NCC1=C(C=CC=C1)Cl 1-(4-chlorophenyl)-N-[(2-chlorophenyl)methyl]-5-oxopyrrolidine-3-carboxamid